C(C)(C)(C)C1=CC=C(C=C1)N(C(=O)[C@@H]1NCCC1)C(C(=O)NCC(=O)N1CCOCC1)C=1C=NC=CC1 (2R)-N-(4-tert-butylphenyl)-N-[2-[(2-morpholino-2-oxo-ethyl)amino]-2-oxo-1-(3-pyridyl)ethyl]pyrrolidine-2-carboxamide